C(C)(C)[C@H]1CO[C@@]23CC[C@@H](C[C@H]3CCC(N21)=O)OCC2=CC=C(C=C2)C(F)(F)F (3S,7aR,9S,11aR)-3-isopropyl-9-[[4-(trifluoromethyl)phenyl]methoxy]-3,6,7,7a,8,9,10,11-octahydro-2H-oxazolo[2,3-j]quinolin-5-one